The molecule is a member of the class of chromones that is chromone substituted by hydroxy groups at positions 5 and 7, a methoxy groups at position 6 and a methyl group at position 2. Isolated from Pisonia aculeata, it exhibits antitubercular activity. It has a role as a metabolite, an antitubercular agent and a plant metabolite. It is an aromatic ether, a member of resorcinols and a member of chromones. It derives from a chromone. CC1=CC(=O)C2=C(O1)C=C(C(=C2O)OC)O